[Al].[Mn].[Co].[Ni] nickel-cobalt-manganese-aluminum